4-(4-methyl-1H-1,2,3-triazol-5-yl)piperidine CC=1N=NNC1C1CCNCC1